FC(C1=CC=C(C=C1)N1CCNCC1)(F)F 4-(4-trifluoromethylphenyl)piperazine